C1(=CC=CC=C1)[S+](C1=CC=C(C=C1)SC1=CC=C(C=C1)[S+](C1=CC=CC=C1)C1=CC=CC=C1)C1=CC=CC=C1 bis[4-(diphenylsulfonio)phenyl]sulfide